1,2-Epoxytetradecane C1C(CCCCCCCCCCCC)O1